FC1C[C@@H](C2=CC=C(C=C12)NC1=NC(=CC=C1[N+](=O)[O-])N1N=CC=C1)NC(OC(C)(C)C)=O tert-butyl ((1S)-3-fluoro-5-((3-nitro-6-(1H-pyrazol-1-yl)pyridin-2-yl)amino)-2,3-dihydro-1H-inden-1-yl)carbamate